3-(6-cyclopentyl-2-methylpyrimidin-4-yl)oxy-4-[4-(1,2,3,6-tetrahydropyridin-4-yl)pyrazol-1-yl]benzonitrile C1(CCCC1)C1=CC(=NC(=N1)C)OC=1C=C(C#N)C=CC1N1N=CC(=C1)C=1CCNCC1